Glyceryl citrate monooleate C(CCCCCCC\C=C/CCCCCCCC)(=O)O.C(CC(O)(C(=O)O)CC(=O)O)(=O)OCC(O)CO